COC[C@@H](CC(C)C)NC=1NC(/C(/N1)=C/C=1C=C2N=CC=NC2=CC1)=O (4Z)-2-[[(1R)-1-(Methoxymethyl)-3-methyl-butyl]amino]-4-(quinoxalin-6-ylmethylene)-1H-imidazol-5-one